NC1=C(C=C(C=N1)NC(C(=O)N1[C@H](CC[C@@H](C1)C)C1=CC(=C(C(=C1)F)F)Cl)=O)C N-(6-Amino-5-methyl-3-pyridyl)-2-[(2R,5S)-2-(3-chloro-4,5-difluoro-phenyl)-5-methyl-1-piperidyl]-2-oxo-acetamide